(S)-4-(3-cyano-6-fluoro-7-(2-fluoro-6-hydroxyphenyl)-1-(2-isopropyl-4-methylpyridin-3-yl)-2-oxo-1,2-dihydro-1,8-naphthyridin-4-yl)-3-methylpiperazine C(#N)C=1C(N(C2=NC(=C(C=C2C1N1[C@H](CNCC1)C)F)C1=C(C=CC=C1O)F)C=1C(=NC=CC1C)C(C)C)=O